3-ketopalmitic acid O=C(CC(=O)O)CCCCCCCCCCCCC